C(C)(=O)[O-].C(C)(=O)[O-].[Pd+2].C1(CCCCC1)NC1CCCCC1.C1(CCCCC1)NC1CCCCC1 trans-bis(dicyclohexylamine) palladium (II) diacetate